octanesulfonate C(CCCCCCC)S(=O)(=O)[O-]